COC1=NN=C2N1N=C(C=C2)N2CCC(CC2)C2=CC=C(OCCN1[C@@H](C(N(CC1)C)=O)C)C=C2 (R)-4-(2-(4-(1-(3-methoxy-[1,2,4]triazolo[4,3-b]pyridazin-6-yl)piperidin-4-yl)phenoxy)ethyl)-1,3-dimethylpiperazin-2-one